C(C=C)(=O)N1CCC(CC1)OC=1C=C2C(=C(C=NC2=CC1OC)C#N)NC1=CC(=CC=C1)C1=CN=CO1 6-((1-acryloylpiperidin-4-yl)oxy)-7-methoxy-4-((3-(oxazol-5-yl)phenyl)-amino)quinoline-3-carbonitrile